NC1=CC=C(OC2=CC=C(C=C2)OC2=CC=C(C=C2)OC2=CC=C(C=C2)N)C=C1 bis[4-(4-aminophenoxy) phenyl] ether